5-methyl-oxyuridine COC=1C(NC(N([C@H]2[C@H](O)[C@H](O)[C@@H](CO)O2)C1)=O)=O